Methyl 1-(5-((tert-butoxycarbonyl)amino)pentyl)-2-(3-(tert-butoxycarbonyl)benzamido)-1H-benzo[d]imidazole-5-carboxylate C(C)(C)(C)OC(=O)NCCCCCN1C(=NC2=C1C=CC(=C2)C(=O)OC)NC(C2=CC(=CC=C2)C(=O)OC(C)(C)C)=O